Cl.N[C@@H]1[C@@](CCCC1)(F)C1=C(C2=NC(=CC(=C2S1)NCC=1OC=CC1)Cl)C 2-((1R,2S)-2-amino-1-fluorocyclohexyl)-5-chloro-N-(furan-2-ylmethyl)-3-methylthieno[3,2-b]pyridin-7-amine hydrochloride